1-(2-chloro-5-fluoro-6-methylpyrimidin-4-yl)ethan-1-one ClC1=NC(=C(C(=N1)C(C)=O)F)C